Perfluorohexyl-iodine FC(C(C(C(C(C(F)(F)F)(F)F)(F)F)(F)F)(F)F)(I)F